7-(2-(4-fluoro-2,6-dimethylphenoxy)-5-(2-hydroxypropan-2-yl)phenyl)-5-methyl-4-oxo-4,5-dihydropyrazolo[1,5-a]pyrazine-2-carboxylic acid ethyl ester C(C)OC(=O)C1=NN2C(C(N(C=C2C2=C(C=CC(=C2)C(C)(C)O)OC2=C(C=C(C=C2C)F)C)C)=O)=C1